4-fluoro-3-((1-methyl-6-(pyridazin-4-ylamino)-1H-pyrazolo[3,4-d]pyrimidin-3-yl)amino)benzoic acid FC1=C(C=C(C(=O)O)C=C1)NC1=NN(C2=NC(=NC=C21)NC2=CN=NC=C2)C